(2S,3S,4R,5R)-5-(2-(5-fluoropyridin-3-yl)-6-(((4-methylpyridin-2-yl)methyl)amino)-9H-purin-9-yl)-3,4-dihydroxyl-N-(2,2,2-trifluoroethyl)tetrahydrofuran-2-formamide FC=1C=C(C=NC1)C1=NC(=C2N=CN(C2=N1)[C@H]1[C@@H]([C@@H]([C@H](O1)C(=O)NCC(F)(F)F)O)O)NCC1=NC=CC(=C1)C